C(C)OC(CC(C[N+](=O)[O-])C1=C(C=CC=C1Cl)OCC1=CC=CC=C1)=O.C(CCCCCCCCCC)C1=CC2=C(N=CN2)C=C1CCCCCCCCCCC 5,6-bis(undecyl)benzimidazoline Ethyl-3-(2-(benzyloxy)-6-chlorophenyl)-4-nitrobutanoate